(6-cyclopropyl-8-(4-methylpiperazin-1-yl)imidazo[1,2-b]pyridazin-2-yl)methanamine C1(CC1)C=1C=C(C=2N(N1)C=C(N2)CN)N2CCN(CC2)C